tert-butyl 3-(5-(ethoxycarbonyl)-2-methylbenzyl)azetidine-1-carboxylate C(C)OC(=O)C=1C=CC(=C(CC2CN(C2)C(=O)OC(C)(C)C)C1)C